BrC1=NC(=CC(=C1)[C@H]1CN(CCN1CCOC)C(=O)OC(C)(C)C)Cl (S)-tert-butyl 3-(2-bromo-6-chloropyridin-4-yl)-4-(2-methoxyethyl)piperazine-1-carboxylate